OCCCN(C(OC(C)(C)C)=O)CCC1=CC=C(C=C1)CCC1=CC=CC=C1 tert-butyl (3-hydroxypropyl)(4-phenethylphenethyl)carbamate